(2-fluoro-4-(1-isopropyl-4-(trifluoromethyl)-1H-imidazol-2-yl)phenyl)methanamine FC1=C(C=CC(=C1)C=1N(C=C(N1)C(F)(F)F)C(C)C)CN